NOCC(=O)N aminooxyacetamide